Tert-butyl 3-[3-(4-methoxyphenyl)-1,2,4-oxadiazol-5-yl]azetidine-1-carboxylate COC1=CC=C(C=C1)C1=NOC(=N1)C1CN(C1)C(=O)OC(C)(C)C